4-((2-cyanobenzyl)amino)-2-((1-methyl-1H-pyrazol-4-yl)amino)pyrimidin-5-carboxamide C(#N)C1=C(CNC2=NC(=NC=C2C(=O)N)NC=2C=NN(C2)C)C=CC=C1